N-{4-[2-(8-aminoimidazo[1,2-a]pyridin-3-yl)ethynyl]-3-fluoropyridin-2-yl}-5-chloro-2-methoxypyridine-3-sulfonamide NC=1C=2N(C=CC1)C(=CN2)C#CC2=C(C(=NC=C2)NS(=O)(=O)C=2C(=NC=C(C2)Cl)OC)F